NC1=CC=C(C=C1)C=1SC(=CN1)C1=C(C=C(C=C1)NC(OCC1=CC=CC=C1)=O)S(NC(C)(C)C)(=O)=O benzyl (4-(2-(4-aminophenyl)thiazol-5-yl)-3-(N-(tert-butyl)sulfamoyl)phenyl)carbamate